ClC=1C=CC(=C(C1)NC(C(=O)NC(C(=O)NC1(N(C2=CC=CC=C2C1)C(=O)[O-])C(=O)[O-])CC1=CC=C(C=C1)NC(=O)OC1=CC=CC=C1)=O)N1N=NN=C1 2-(2-(((5-chloro-2-(1H-tetrazol-1-yl) phenyl) amino)-2-oxoacetamido)-3-(4-((phenoxycarbonyl) amino) phenyl) propionamido)-1H-indole-1,2-dicarboxylate